1,N4,N4-trimethylcyclohexane-1,4-diamine CC1(CCC(CC1)N(C)C)N